CO[C@@H]1CCN(C=2N=NC(=CC21)C2=C(C=C(C=C2C)C(F)(F)F)O)C2CNCCC2 (R)-2-(5-methoxy-8-(piperidin-3-yl)-5,6,7,8-tetrahydropyrido[2,3-c]pyridazin-3-yl)-3-methyl-5-(trifluoromethyl)phenol